benzyl 5-{6-[4-(dibutoxymethyl)piperidin-1-yl]pyridazin-3-yl}-3,4-dihydropyridine-1(2H)-carboxylate C(CCC)OC(C1CCN(CC1)C1=CC=C(N=N1)C=1CCCN(C1)C(=O)OCC1=CC=CC=C1)OCCCC